N-{4-[5,7-Dimethyl-4-oxo-3-phenyl-4,5,6,7-tetrahydro-1H-pyrrolo[3,2-c]pyridin-2-yl]pyridin-2-yl}-2-(4-fluorophenyl)propanamid CN1C(C2=C(C(C1)C)NC(=C2C2=CC=CC=C2)C2=CC(=NC=C2)NC(C(C)C2=CC=C(C=C2)F)=O)=O